CC=1C=NC=2N=CC3=C(C(=CC=C3C2C1C)C)C 3,4,7,8-tetramethyl-1,10-diazaphenanthrene